sulfo succinamate C(CCC(=O)N)(=O)OS(=O)(=O)O